ClC=1C=C2C(=NC(N(C2=CC1C1=C(C=CC=C1)F)C=1C(=NC=CC1C)C(C)C)=O)N1[C@H](CN(CC1)C(C=C)=O)C 6-chloro-7-(2-fluorophenyl)-1-(4-methyl-2-(2-propanyl)pyridin-3-yl)-4-((2S)-2-methyl-4-(2-propenoyl)-1-piperazinyl)-2(1H)-quinazolinone